C(CCCCCCCCC)[N+]1=C(NC=C1)C 3-decyl-2-methylimidazolium